OC1=C(C#N)C(=CC(=N1)O)C 2,6-dihydroxyl-4-methyl-nicotinonitrile